C(N)(=O)C1=C(C=CC(=C1)F)NC(C)C=1C=C(C=C2C(N(C=3N(C12)C=NC3C(=O)OC(C)(C)C)C)=O)C tert-butyl 9-(1-((2-carbamoyl-4-fluorophenyl)amino)ethyl)-4,7-dimethyl-5-oxo-4,5-dihydroimidazo[1,5-a]quinazoline-3-carboxylate